FC1(CC2(C1)CN([C@@H](C2)C(=O)N[C@H](C(=O)OC)C[C@H]2C(NCCC2)=O)C(=O)C=2NC1=CC=CC(=C1C2)OC)F methyl (2S)-2-[[(7S)-2,2-difluoro-6-(4-methoxy-1H-indole-2-carbonyl)-6-azaspiro[3.4]octane-7-carbonyl]amino]-3-[(3S)-2-oxo-3-piperidyl]propanoate